1-(tert-butyl) 3-methyl (5R)-3-(1-(6-((tert-butoxycarbonyl)amino)pyridazin-3-yl)-2-methoxyethyl)-2-oxo-5-(trifluoromethyl)piperidine-1,3-dicarboxylate C(C)(C)(C)OC(=O)NC1=CC=C(N=N1)C(COC)C1(C(N(C[C@@H](C1)C(F)(F)F)C(=O)OC(C)(C)C)=O)C(=O)OC